ClC1=C(C=C(CCC2CCN(CC2)C(=O)OC(C)(C)C)C=C1)C Tert-butyl 4-(4-chloro-3-methylphenethyl)piperidine-1-carboxylate